C(C1=CC=CC=C1)OC1=C(C(=O)OCC2=CC=CC=C2)C=CC(=C1)N(C(=O)[C@@H]1N(CC1)S(=O)(=O)C1=CC=C(C)C=C1)CC1=CC=C(C=C1)C1CCCCC1 benzyl (R)-2-(benzyloxy)-4-(N-(4-cyclohexylbenzyl)-1-tosylazetidine-2-carboxamido)benzoate